C1(CC1)C1CN(CCN1)C1=CC=CC(=N1)C1=NC2=CC(=NC=C2C=C1)CNC(C1=CC(=C(C=C1)C)S(=O)(=O)C)=O N-((2-(6-(3-cyclopropylpiperazin-1-yl)pyridin-2-yl)-1,6-naphthyridin-7-yl)methyl)-4-methyl-3-(methylsulfonyl)benzamide